COC1(COC1)C1=CC=C(C=C1)C(=O)N1CCC(CC1)C1=NC=C(C=C1)C(F)(F)F (4-(3-Methyloxyoxetan-3-yl)phenyl)(4-(5-(trifluoromethyl)pyridin-2-yl)piperidin-1-yl)methanone